5-((4-(2-(methyl-2-pyridinyl-amino)ethoxy)-phenyl)methyl)-2,4-thiazolidinedione CN(CCOC1=CC=C(C=C1)CC1C(NC(S1)=O)=O)C1=NC=CC=C1